di-dodecyloxyamine C(CCCCCCCCCCC)ONOCCCCCCCCCCCC